ClC1=CC=CC(=C1C(=O)O)F.OC1=C(C=C(C=C1)C=1SC=CC1)NC(C1=CC=C(C=C1)S(=O)(=O)C)=O N-[2-hydroxy-5-(2-thienyl)phenyl]-4-(methylsulfonyl)benzamide 6-chloro-2-fluorobenzoate